4-([6-cyano-7-(2-ethyloxolan-2-yl)-5-(trifluoromethyl)pyrrolo[2,1-f][1,2,4]triazin-2-yl]amino)oxan-3-ol C(#N)C=1C(=C2C=NC(=NN2C1C1(OCCC1)CC)NC1C(COCC1)O)C(F)(F)F